2,3,4,5,6-pentafluoro-4'-methoxy-2'-methyl-1,1'-biphenyl FC1=C(C(=C(C(=C1F)F)F)F)C1=C(C=C(C=C1)OC)C